NC1=C(N=CC(=N1)N1CCC2(CC1)[C@@H](C1=CC(=CC=C1C2)Br)N)SC2=C(C(=NC=C2)N)Cl (S)-1'-(6-amino-5-((2-amino-3-chloropyridin-4-yl)thio)pyrazin-2-yl)-6-bromo-1,3-dihydrospiro[indene-2,4'-piperidin]-1-amine